methyl 4-(bromomethyl)-2-fluoro-3-(4,4,5,5-tetramethyl-1,3,2-dioxaborolan-2-yl)benzoate BrCC1=C(C(=C(C(=O)OC)C=C1)F)B1OC(C(O1)(C)C)(C)C